(4S)-3,3-difluoro-1-[4-({8-[(2R,3S)-3-(methanesulfonylmeth-yl)-2-methylazetidin-1-yl]-5-(propan-2-yl)-2,6-naphthyridin-3-yl}amino)pyrimidin-2-yl]-4-methylpiperidin-4-ol FC1(CN(CC[C@@]1(O)C)C1=NC=CC(=N1)NC=1N=CC2=C(C=NC(=C2C1)C(C)C)N1[C@@H]([C@H](C1)CS(=O)(=O)C)C)F